OC1=NC=NC(=C1C=NO)O 4,6-dihydroxypyrimidine-5-formaldehyde oxime